ClC=1C(=C(C=CC1)C=1C=C2C(=NC1)C=NN2CC(=O)N2CC(C2)F)F 2-[6-(3-Chloro-2-fluoro-phenyl)pyrazolo[4,3-b]pyridin-1-yl]-1-(3-fluoroazetidin-1-yl)ethanone